C(C)[C@H]1CN(CCN1C(=O)C=1C=C(C(=CC1)O[C@@H]1C[NH2+]CC1)C1=CC=C(C=C1)F)C(=O)C=1C=C(C=C(C1)F)N1CC[NH2+]CC1 4-(3-((S)-3-ethyl-4-(4'-fluoro-6-(((S)-pyrrolidin-1-ium-3-yl)oxy)-[1,1'-biphenyl]-3-carbonyl)piperazine-1-carbonyl)-5-fluorophenyl)piperazin-1-ium